N-[6-[5-(4-hydroxycyclohexoxy)-2-methyl-4-pyridyl]imidazo[1,2-a]pyrazin-2-yl]cyclopropanecarboxamide OC1CCC(CC1)OC=1C(=CC(=NC1)C)C=1N=CC=2N(C1)C=C(N2)NC(=O)C2CC2